3-cyclopropyl-N-[(1S)-1-(2-pyrimidin-2-yl-1,2,4-triazol-3-yl)ethyl]-5-(trifluoromethyl)-1,2-benzothiazole-7-carboxamide C1(CC1)C1=NSC2=C1C=C(C=C2C(=O)N[C@@H](C)C=2N(N=CN2)C2=NC=CC=N2)C(F)(F)F